(S)-2-((S)-isochroman-1-yl)pyrrolidine [C@@H]1(OCCC2=CC=CC=C12)[C@H]1NCCC1